2-(2'-chloro-3'-((1-(1,5-dimethyl-4,5,6,7-tetrahydro-1H-imidazo[4,5-c]pyridin-2-yl)cyclopropyl)amino)-2-methyl-[1,1'-biphenyl]-3-yl)-5-formylbenzo[d]thiazole-7-carbonitrile ClC1=C(C=CC=C1NC1(CC1)C=1N(C2=C(CN(CC2)C)N1)C)C1=C(C(=CC=C1)C=1SC2=C(N1)C=C(C=C2C#N)C=O)C